C(#N)C(CNC=1C(=CC=C2C=CC(=CC12)C1=NC(=NC=C1)C(=O)N[C@@H]1CN(CCC1)CCOC)OC)=C 4-[8-(2-cyanoallylamino)-7-methoxy-2-naphthyl]-N-[(3S)-1-(2-methoxyethyl)-3-piperidyl]pyrimidine-2-carboxamide